(4-((2-amino-3-chloropyridin-4-yl)oxy)-3-fluorophenyl)-1-(4-methylpyrimidin-2-yl)-5-(trifluoromethyl)-1H-pyrazole-4-carboxamide NC1=NC=CC(=C1Cl)OC1=C(C=C(C=C1)C1=NN(C(=C1C(=O)N)C(F)(F)F)C1=NC=CC(=N1)C)F